[3-[3-(trifluoromethyl)pyrazin-2-yl]cyclobutyl] imidazole-1-carboxylate N1(C=NC=C1)C(=O)OC1CC(C1)C1=NC=CN=C1C(F)(F)F